ClC1=CC=C(OC=2C=C(CN3CCN(CC3)C(=O)N3N=C(C=C3)NS(=O)(=O)C)C=CC2)C=C1 N-(1-(4-(3-(4-Chlorophenoxy)benzyl)piperazine-1-carbonyl)-1H-pyrazol-3-yl)methanesulfonamide